N-methylbicyclo[1.1.1]pentane-1-Formamide CNC(=O)C12CC(C1)C2